2,2-bis[4-(4-aminophenoxy)-phenyl]hexa-fluoropropane NC1=CC=C(OC2=CC=C(C=C2)C(C(F)(F)F)(C(F)(F)F)C2=CC=C(C=C2)OC2=CC=C(C=C2)N)C=C1